C(C)(C)(C)C=1C=C(C=C(C1O)C(C)(C)C)C(C(=O)C1=CC=CC=C1)C1=CC=CC=C1 2-(3,5-di-tert-butyl-4-hydroxyphenyl)-1,2-diphenylethan-1-one